(S)-2-Fluoro-N-(1-(5-(7-(methylamino)quinoxalin-5-yl)pyridin-2-yl)pyrrolidin-3-yl)benzamide FC1=C(C(=O)N[C@@H]2CN(CC2)C2=NC=C(C=C2)C2=C3N=CC=NC3=CC(=C2)NC)C=CC=C1